2-(((1-Methylazetidin-3-yl)carbamoyl)oxy)-3-(palmitoyloxy)propyl (9Z,12Z)-octadeca-9,12-dienoate C(CCCCCCC\C=C/C\C=C/CCCCC)(=O)OCC(COC(CCCCCCCCCCCCCCC)=O)OC(NC1CN(C1)C)=O